CO[Si](OC)(OC)CCCNC=1C=CC=C(S(=O)(=O)O)C1 N-trimethoxysilylpropyl-5-sulfanilic acid